oxo-4H-pyran O=C1C=COC=C1